Ethyl (S)-3-((S)-2-(5-(2-(azetidin-1-yl)ethyl)-2-oxopyridin-1(2H)-yl)pent-4-enamido)-3-(2',5-dimethyl-6'-(pent-4-en-1-yloxy)-[1,1'-biphenyl]-3-yl)propanoate N1(CCC1)CCC=1C=CC(N(C1)[C@H](C(=O)N[C@@H](CC(=O)OCC)C=1C=C(C=C(C1)C)C1=C(C=CC=C1OCCCC=C)C)CC=C)=O